N=1OC(=C2C1C=CC=C2)C(=O)N2CC(C2)OC2=NC(=NC(=C2)C2=C(C=CC=C2C)C)NS(=O)(=O)C=2C=NN(C2)C N-[4-[1-(2,1-benzoxazole-3-carbonyl)azetidin-3-yl]oxy-6-(2,6-dimethylphenyl)pyrimidin-2-yl]-1-methyl-pyrazole-4-sulfonamide